(S)-6-(4-((4-(difluoromethoxy)pyridin-2-yl)oxy)-3,3-difluoropyrrolidin-1-yl)-2',4'-dimethoxy-2-methyl-4,5'-bipyrimidine FC(OC1=CC(=NC=C1)O[C@@H]1C(CN(C1)C1=CC(=NC(=N1)C)C=1C(=NC(=NC1)OC)OC)(F)F)F